tert-butyl 9-(1-aminoethyl)-4,7-dimethyl-5-oxo-4,5-dihydroimidazo[1,5-a]quinazoline-3-carboxylate NC(C)C=1C=C(C=C2C(N(C=3N(C12)C=NC3C(=O)OC(C)(C)C)C)=O)C